6-(4-cyclopropyl-6-methoxypyrimidin-5-yl)-1-(4-(1-isopropyl-4-(trifluoromethyl)-1H-imidazol-2-yl)benzyl)-1H-pyrazolo[3,4-d]pyrimidine hydrate O.C1(CC1)C1=NC=NC(=C1C1=NC=C2C(=N1)N(N=C2)CC2=CC=C(C=C2)C=2N(C=C(N2)C(F)(F)F)C(C)C)OC